FC1=C(C(=CC(=C1)CNC=1C=NC=CC1C1=CC=C(C=C1)C(F)(F)F)O)N1CC(NS1(=O)=O)=O 5-(2-fluoro-6-hydroxy-4-(((4-(4-(trifluoromethyl)phenyl)pyridin-3-yl)amino)methyl)phenyl)-1,2,5-thiadiazolidin-3-one 1,1-dioxide